N1(C=NC=C1)C=1C=C(CN(C2=NC=C(C=C2)OCCOC2=CC(=CC=C2)N(C)C)CC2=CC(=CC=C2)OC)C=CC1 N-(3-(1H-imidazol-1-yl)benzyl)-5-(2-(3-(dimethylamino)phenoxy)ethoxy)-N-(3-methoxybenzyl)pyridin-2-amine